COC=1C=CC2=C(OCCN2)C1 7-Methoxy-3,4-dihydro-2H-benzo[b][1,4]oxazine